(S)-3-(2-((R)-1-hydroxyethyl)-6-(benzenesulfonyl)imidazo[4,5-d]pyrrolo[2,3-b]pyridin-1(6H)-yl)pyrrolidin-1-ylvaleronitrile O[C@H](C)C1=NC=2C(=C3C(=NC2)N(C=C3)S(=O)(=O)C3=CC=CC=C3)N1C1CN(CC1)[C@H](C#N)CCC